8-(8-(3-cyclopropyl-1,2,4-oxadiazol-5-yl)-8-azabicyclo[3.2.1]oct-3-yl)-2,8-diazaspiro[4.5]decan-3-one C1(CC1)C1=NOC(=N1)N1C2CC(CC1CC2)N2CCC1(CC(NC1)=O)CC2